N-((1-oxa-8-azaspiro[4.5]decan-2-yl)methyl)-2-(4-(methylcarbamoyl)phenyl)benzo[d]imidazo[2,1-b]thiazole-7-carboxamide O1C(CCC12CCNCC2)CNC(=O)C2=CC1=C(N3C(S1)=NC(=C3)C3=CC=C(C=C3)C(NC)=O)C=C2